((2-(((S)-1-((S)-2-(5-benzylthiazol-2-yl)pyrrolidin-1-yl)-3,3-dimethyl-1-oxobutan-2-yl)carbamoyl)-1H-indol-5-yl)difluoromethyl)phosphonic acid C(C1=CC=CC=C1)C1=CN=C(S1)[C@H]1N(CCC1)C([C@H](C(C)(C)C)NC(=O)C=1NC2=CC=C(C=C2C1)C(F)(F)P(O)(O)=O)=O